ClC1=C(C=C2C=CN(C2=C1)C)C(=O)N1COC2=C(C1)C=CC=C2C2=CC(=C(C(=O)OC)C=C2F)N2CCOCC2 methyl 4-[3-(6-chloro-1-methylindole-5-carbonyl)-2,4-dihydro-1,3-benzoxazin-8-yl]-5-fluoro-2-morpholin-4-ylbenzoate